(N-[4-Amino-5-[3-[(4-cyanophenoxy)methyl]isoxazol-5-carbonyl]thiazol-2-yl]-4-fluoroanilino)propanamid NC=1N=C(SC1C(=O)C1=CC(=NO1)COC1=CC=C(C=C1)C#N)N(C1=CC=C(C=C1)F)C(C(=O)N)C